NC=1C=2N(C3=CC(=C(C=C3N1)F)C(=O)N(N(C)C(=O)C1CC1)CC1=C(C=C(C=C1)C(F)(F)F)F)C=NC2 4-amino-N'-(cyclopropanecarbonyl)-7-fluoro-N-(2-fluoro-4-(trifluoromethyl)benzyl)-N'-methylimidazo[1,5-a]quinoxaline-8-carbohydrazide